CCCCCCCCCCCC/C=C/C=C/C=C/C=C/C=C docosapentaen